3-amino-6-bromo-2-chloropyridine-4-carbaldehyde NC=1C(=NC(=CC1C=O)Br)Cl